COC1=C(C2=CC=CC=C2C=C1)C(=O)C1=C(C=CC2=CC=CC=C12)OCCN1CCCC1 (2-methoxynaphthalen-1-yl)(2-(2-(pyrrolidin-1-yl)ethoxy)naphthalen-1-yl)methanone